phenyl-(ortho-biphenyl)amine C1(=CC=CC=C1)C1=C(C(=CC=C1)C1=CC=CC=C1)N